1-(4-((2-(benzo[d]thiazol-7-yl)-6-((3R,4R)-4-(3,4-dihydroisoquinolin-2(1H)-yl)-3-hydroxypiperidin-1-carbonyl)pyrimidin-4-yl)amino)piperidin-1-yl)ethan-1-one S1C=NC2=C1C(=CC=C2)C2=NC(=CC(=N2)NC2CCN(CC2)C(C)=O)C(=O)N2C[C@H]([C@@H](CC2)N2CC1=CC=CC=C1CC2)O